ClC=1C=CC(=C(C1)C1C(C1)CN)OCCF (2-(5-Chloro-2-(2-fluoroethoxy)phenyl)cyclopropyl)methanamine